(8-(6-amino-2-ethylpyridin-3-yl)quinolin-2-yl)(morpholino)methanone NC1=CC=C(C(=N1)CC)C=1C=CC=C2C=CC(=NC12)C(=O)N1CCOCC1